CC1=C(C=2C(N(C=3N(C2O1)C(=NN3)C(C)C3=CC=C(C=C3)CC(C)C)C3=C(C=CC(=C3)Cl)C)=O)C(=O)OCC ethyl 2-methyl-4-keto-5-(5-chloro-2-methylphenyl)-8-(1-(4-isobutylphenyl) ethyl)-furo[3,2-e][1,3,4]triazolo[1,5-a]pyrimidine-3-carboxylate